propyl-methyldimethoxysilane C(CC)[Si](OC)(OC)C